CC1(CC(C(C(C1)=O)=C(C)C(CCC[C@H](N)C(=O)O)N)=O)C ε-1-(4,4-dimethyl-2,6-dioxocyclohex-1-ylidene)ethyl-L-lysine